5-cyclopropyl-3-(2,6-dichlorophenyl)isoxazole hydrochloride Cl.C1(CC1)C1=CC(=NO1)C1=C(C=CC=C1Cl)Cl